3-chloro-4-fluoro-benzo[d]isothiazole 1,1-dioxide ClC1=NS(C2=C1C(=CC=C2)F)(=O)=O